N-(3-((7-oxo-7,8-dihydro-1,8-naphthyridin-4-yl)amino)phenyl)sulfamide dihydrochloride Cl.Cl.O=C1C=CC=2C(=CC=NC2N1)NC=1C=C(C=CC1)NS(=O)(=O)N